L-ascorbic acid tetraisopropyl-palmitate C(C)(C)C(C(C(=O)O)(C(C)C)C(C)C)(CCCCCCCCCCCCC)C(C)C.O=C1C(O)=C(O)[C@H](O1)[C@@H](O)CO